FC(C1=CC=C(C=C1)CN1CC(C1)C1CN(C1)C(=O)OC(C)(C)C)(F)F tert-butyl 3-[1-[[4-(trifluoromethyl)phenyl]methyl]azetidin-3-yl]azetidine-1-carboxylate